4-(N,N-dimethylsulfamoylphenyl)benzamide CN(S(=O)(=O)C1=C(C=CC=C1)C1=CC=C(C(=O)N)C=C1)C